(S)-Dihydroorotate C([C@@H]1CC(=O)NC(=O)N1)(=O)[O-]